acetamide hydrogen chloride salt Cl.C(C)(=O)N